2-(2-(3-Carbamoyl-1H-pyrazol-1-yl)-1-(4-(pyridin-4-yl)-1H-pyrazol-1-yl)ethyl)-5-(3-chloro-2-fluoro-6-(1H-tetrazol-1-yl)phenyl)pyridine 1-oxide C(N)(=O)C1=NN(C=C1)CC(N1N=CC(=C1)C1=CC=NC=C1)C1=[N+](C=C(C=C1)C1=C(C(=CC=C1N1N=NN=C1)Cl)F)[O-]